(R/S)-4-(((R)-1-(3-(1,1-difluoro-2-hydroxy-2-methylpropyl)-2-fluorophenyl)ethyl)amino)-8-methoxy-2,6,8-trimethyl-6H-pyrrolo[2,3-g]quinazolin-7(8H)-one FC(C(C)(C)O)(F)C=1C(=C(C=CC1)[C@@H](C)NC1=NC(=NC2=CC3=C(C=C12)N(C([C@]3(C)OC)=O)C)C)F |&1:28|